(S)-2-(6-methyl-4-oxopyrrolo[1,2-d][1,2,4]triazin-3(4H)yl)-N-(1-(pyridin-3-yl)ethyl)acetamide CC1=CC=C2N1C(N(N=C2)CC(=O)N[C@@H](C)C=2C=NC=CC2)=O